1,5-dinitrocarbazole [N+](=O)([O-])C1=CC=CC=2C3=C(C=CC=C3NC12)[N+](=O)[O-]